CC=1C(=CN=NC1C(F)(F)F)C(=O)O 5-methyl-6-(trifluoromethyl)pyridazine-4-carboxylic acid